methyl 2-(4-(dimethylamino) cyclohexyl)-5-((E)-2-ethoxyvinyl)-4-fluoro-2,7-dimethyl-2,3-dihydrobenzofuran-6-carboxylate CN(C1CCC(CC1)C1(OC2=C(C1)C(=C(C(=C2C)C(=O)OC)\C=C\OCC)F)C)C